(Z)-N'-hydroxytetrahydro-2H-pyran-4-carboxamidine O\N=C(/N)\C1CCOCC1